4,6-Bis(4-formylphenyl)-1H-pyrrolo[2,3-b]pyridine C(=O)C1=CC=C(C=C1)C1=C2C(=NC(=C1)C1=CC=C(C=C1)C=O)NC=C2